C(C1=CC=CC=C1)C1CC(C1)C(=O)NC=1C=C(C=C(C1)C(F)(F)F)NC(=O)[N-]C1=C[N+](=NO1)CC1=NC=CC=C1 ((3-(3-Benzylcyclobutane-1-carboxamido)-5-(trifluoromethyl)phenyl)carbamoyl)(3-(pyridin-2-ylmethyl)-1,2,3-oxadiazol-3-ium-5-yl)amide